methyl (1r,4R)-4-(3-chloroanilino)-6'-{(2R)-3-[(4-methoxyphenyl)methoxy]-2-methylpropyl}-2',3',6',7'-tetrahydrospiro[cyclohexane-1,5'-indeno[5,6-b]furan]-4-carboxylate ClC=1C=C(NC2(CCC3(C(CC4=CC=5OCCC5C=C34)C[C@H](COCC3=CC=C(C=C3)OC)C)CC2)C(=O)OC)C=CC1